3,4-diiodophenylmethylhydrazine IC=1C=C(C=CC1I)CNN